2-dicyclohexylphosphino-2',6'-diisopropyloxy-1,1'-biphenyl C1(CCCCC1)P(C1=C(C=CC=C1)C1=C(C=CC=C1OC(C)C)OC(C)C)C1CCCCC1